COC=1C=C(C(=O)Cl)C=C(C1C(C)C)OC 3,5-dimethoxy-4-isopropyl-benzoyl chloride